FC1=CC=C(C=C2C(C3=CC=CC=C3C2=O)=O)C=C1 2-(4-fluorobenzylidene)-1H-indene-1,3(2H)-dione